N1=CC(=CC=C1)CN1C=C(C2=CC=CC=C12)C(=O)NC1=C(C(=O)O)C=CC=C1 2-[1-(pyridin-3-ylmethyl)-1H-indole-3-carboxamido]Benzoic acid